BrC=1C(=NC=C(C(=O)OCC)C1N1C[C@@](CC1)(C)NC(=O)OC(C)(C)C)C1CC1 ethyl (S)-5-bromo-4-(3-((tert-butoxycarbonyl)amino)-3-methylpyrrolidin-1-yl)-6-cyclopropylnicotinate